(R)-4-(4-(2,2-difluoroethyl)-1-((5-methoxy-7-methyl-1H-indol-4-yl)methyl)piperazin-2-yl)-2-(oxetan-3-yloxy)benzoic acid FC(CN1C[C@H](N(CC1)CC1=C2C=CNC2=C(C=C1OC)C)C1=CC(=C(C(=O)O)C=C1)OC1COC1)F